2-tert-butoxycyclopentanol C(C)(C)(C)OC1C(CCC1)O